CN1N=NC(=C1NC(O[C@H](CF)C1=CC(=CC=C1)F)=O)C1=NC(=C(C=C1)NS(=O)(=O)C)C (S)-2-fluoro-1-(3-fluorophenyl)ethyl (1-methyl-4-(6-methyl-5-(methylsulfonamido) pyridin-2-yl)-1H-1,2,3-triazol-5-yl)carbamate